ClC=1C=CC(=C(C1)C=1N=CN(C(C1)=O)[C@H]1CCC[C@H](C(NC=2C=NN(C2C=2C=CN=C1C2)C)=O)C)C2=C(C=CC=C2)C (9R,13S)-13-{4-[5-chloro-2-(2-methylphenyl)phenyl]-6-oxo-1,6-dihydropyrimidin-1-yl}-3,9-dimethyl-3,4,7,15-tetraazatricyclo[12.3.1.02,6]Octadec-1(18),2(6),4,14,16-pentaen-8-one